trans-(2-chlorothiazol-5-yl)(4-(3,4-dihydroisoquinolin-2(1H)-yl)-3-hydroxypiperidin-1-yl)methanone tert-Butyl-6-(6,8-dioxo-2,7-diazaspiro[4.6]undecan-2-yl)pyridine-2-carboxylate C(C)(C)(C)OC(=O)C1=NC(=CC=C1)N1CC2(CC1)C(NC(CCC2)=O)=O.ClC=2SC(=CN2)C(=O)N2C[C@H]([C@@H](CC2)N2CC1=CC=CC=C1CC2)O